ClC=1C=C(C=2N(N1)C=CN2)[C@@H]2[C@H](C2)C2=CC=C1C=CN(C(C1=C2)=O)CC(F)(F)F 7-[(1S,2S)-2-(6-chloroimidazo[1,2-b]pyridazin-8-yl)cyclopropyl]-2-(2,2,2-trifluoroethyl)isoquinolin-1-one